FC1(CC(C1)[C@@H](O)C1=CC=2C(=NC(=CC2)C=2C=CC3=C(N=C(O3)C)C2)S1)F (R)-(3,3-difluorocyclobutyl)(6-(2-methyl-1,3-benzoxazol-5-yl)thieno[2,3-b]pyridin-2-yl)methanol